C(C)OC=1C(C(C1C(C)C)=O)=O 3-ethoxy-4-isopropylcyclobut-3-ene-1,2-dione